2-(5-(1-(2,6-dioxopiperidin-3-yl)-3-methyl-2-oxo-2,3-dihydro-1H-benzo[d]imidazol-5-yl)pyridin-2-yl)acetic acid O=C1NC(CCC1N1C(N(C2=C1C=CC(=C2)C=2C=CC(=NC2)CC(=O)O)C)=O)=O